CC(C#CC1=NC(=NC(=N1)N[C@@H](C(F)(F)F)C)N[C@@H](C(F)(F)F)C)(C)C 6-(3,3-Dimethylbut-1-yn-1-yl)-N2,N4-bis((R)-1,1,1-trifluoropropan-2-yl)-1,3,5-triazine-2,4-diamine